3-[[(7S)-3-cyano-1-[3-[[(1S)-1-(2,2-difluoro-1,3-benzodioxol-5-yl)ethyl]amino]-4-fluoro-phenyl]-4,5,6,7-tetrahydroindazol-7-yl]oxy]bicyclo[1.1.1]pentane-1-carboxylic acid C(#N)C1=NN(C=2[C@H](CCCC12)OC12CC(C1)(C2)C(=O)O)C2=CC(=C(C=C2)F)N[C@@H](C)C2=CC1=C(OC(O1)(F)F)C=C2